(tert-butoxycarbonyl)-5,5-difluoropiperidine-3-carboxylic acid C(C)(C)(C)OC(=O)N1CC(CC(C1)(F)F)C(=O)O